1-Ethyl-7-methoxy-N-(4-methoxybenzyl)-1H-imidazo[4,5-c]pyridin-6-amine C(C)N1C=NC=2C=NC(=C(C21)OC)NCC2=CC=C(C=C2)OC